1-(2-(aminomethyl)phenyl)-N-ethyl-N-methyl-1H-pyrazol-3-amine NCC1=C(C=CC=C1)N1N=C(C=C1)N(C)CC